(2R)-5-{4-[2-(2-ethoxyethoxy)ethoxy]Phenyl}-2-hydroxy-pentanoic acid methyl ester COC([C@@H](CCCC1=CC=C(C=C1)OCCOCCOCC)O)=O